CC(C[C@@H](C(=O)N[C@H](C(=O)N[C@H](C(=O)[C@@]1(OC1)C)CC(C)C)CC1=CC=CC=C1)NC([C@H](CCC1=CC=CC=C1)NC(CN1CCOCC1)=O)=O)C (S)-4-Methyl-N-((S)-1-(((S)-4-methyl-1-((R)-2-methyloxiran-2-yl)-1-oxopentan-2-yl)amino)-1-oxo-3-phenylpropan-2-yl)-2-((S)-2-(2-morpholinoacetamido)-4-phenylbutanamido)-pentanamide